1-tridecanoyl-2-(11Z-eicosenoyl)-glycero-3-phospho-(1'-sn-glycerol) CCCCCCCCCCCCC(=O)OC[C@H](COP(=O)(O)OC[C@H](CO)O)OC(=O)CCCCCCCCC/C=C\CCCCCCCC